FC1=CC=C(C=C1)NC(N)=O 3-p-fluorophenylurea